(R)-7-((tert-Butyldimethylsilyl)oxy)-5-oxo-2-azaspiro[3.4]octane-2-carboxylic acid benzyl ester C(C1=CC=CC=C1)OC(=O)N1CC2(C1)C(C[C@@H](C2)O[Si](C)(C)C(C)(C)C)=O